3,7,12-trihydroxycholestan-24-amine OC1CC2CC([C@H]3[C@@H]4CC[C@H]([C@@H](CCC(C(C)C)N)C)[C@]4(C(C[C@@H]3[C@]2(CC1)C)O)C)O